C(CCCCCCCCC(=O)OC(CCCCCCCC)CCCCCCCC)(=O)OC[C@@H](COCC1=CC=CC=C1)OC(CCCCCCC(=O)OC(CCCCCCCC)CCCCCCCC)=O (R)-1-(3-(benzyloxy)-2-((8-(heptadecan-9-yloxy)-8-oxooctanoyl)oxy)propyl) 10-(heptadecan-9-yl) decanedioate